diethylene glycol dicyanoacetate C(#N)C(C(=O)OCCOCCO)C#N